C(C)(C)(C)OC(=O)N[C@H](C(=O)N[C@H](C(=O)NC=1C=CC(=C(CN(C(OCC#C)=O)C)C1)CCl)CCCNC(=O)N)C(C)C prop-2-yn-1-yl (5-((S)-2-((S)-2-((tert-butoxycarbonyl)amino)-3-methylbutanamido)-5-ureidopentanamido)-2-(chloromethyl)benzyl)(methyl)carbamate